9-oxa-2,11,15,17-tetraazatetracyclo[8.7.1.02,7.014,18]octadeca-1(17),10(18),11,13,15-penta-en-6-ol C=12N3CCCC(C3COC=3N=CC=C(N=CN1)C23)O